BrC=1C=C2C(OCC=3C=C(N=CC3C3=CC=C(C(NS(C(C1OC)=C2)(=O)=O)=C3)C#N)C(F)(F)F)=O 13-bromo-14-methoxy-10,16,16-trioxo-5-(trifluoromethyl)-9-oxa-16λ6-thia-4,17-diazatetracyclo[16.3.1.111,15.02,7]tricosa-1(21),2(7),3,5,11,13,15(23),18(22),19-nonaene-19-carbonitrile